hydroxypyridinethione C1=CNC(=S)C(=C1)O